NNC(=O)O aza-Glycine